COC1=NN(C=C1B1OC(C(O1)(C)C)(C)C)[C@@H]1CN(CC1)C(=O)OC(C)(C)C tert-butyl (S)-3-(3-methoxy-4-(4,4,5,5-tetramethyl-1,3,2-dioxaborolan-2-yl)-1H-pyrazol-1-yl)pyrrolidine-1-carboxylate